3'-methyl-3-((4-methylpiperazin-1-yl)sulfonyl)-4-pentyl-[1,1'-biphenyl]-2,6-diol CC=1C=C(C=CC1)C=1C(=C(C(=CC1O)CCCCC)S(=O)(=O)N1CCN(CC1)C)O